Cl.NCC1=CC=C(S1)C(CSC=1OC2=C(N1)C(=CC=C2)C(F)(F)F)=O 1-(5-(aminomethyl)thiophen-2-yl)-2-((4-(trifluoromethyl)benzo[d]oxazol-2-yl)thio)ethan-1-one hydrochloride